OC(C)(C)C=1C=CC(=C(C1)C=1C2=C(C(N(C1)C)=O)N(C=C2)S(=O)(=O)C2=CC=C(C=C2)C)OC2=CC=C(C=C2)N(C2CCNCC2)C 4-[5-(1-hydroxy-1-methyl-ethyl)-2-[4-[methyl(4-piperidyl)amino]phenoxy]phenyl]-6-methyl-1-(p-tolylsulfonyl)pyrrolo[2,3-c]pyridin-7-one